CN(C1=CC=[NH+]C=C1)C 4-dimethylaminopyridinium